1,3-decadiene C=CC=CCCCCCC